CCC(CC)NC(=O)C1=NNC(=C1)C=1C=C(C=CC1)C=1OC(=CN1)C(=O)N[C@H](C(=O)OC)C1=CC=CC=C1 (S)-methyl 2-(2-(3-(3-(pentan-3-ylcarbamoyl)-1H-pyrazol-5-yl)phenyl)oxazole-5-carboxamido)-2-phenylacetate